phenylethyl chloride C1(=CC=CC=C1)CCCl